4-((2r,3s,4s,5r)-3-(2-(2-cyclopropyl-2-oxoethoxy)-3,4-difluorophenyl)-4,5-dimethyl-5-(trifluoromethyl)tetrahydrofuran-2-carboxamido)pyridineamide C1(CC1)C(COC1=C(C=CC(=C1F)F)[C@H]1[C@@H](O[C@]([C@H]1C)(C(F)(F)F)C)C(=O)NC1=CC(=NC=C1)C(=O)N)=O